CC(C)(C)NCC1NCCC1 2-methyl-N-(pyrrolidin-2-yl-methyl)propan-2-amine